2-(7-((2S,5R)-2,5-diethyl-4-(1-(2-methylthiazolo[5,4-b]pyridin-5-yl)ethyl)piperazin-1-yl)-6-fluoro-4-methyl-5-oxo-4,5-dihydropyrazolo[1,5-a]pyrimidin-2-yl)acetonitrile C(C)[C@@H]1N(C[C@H](N(C1)C(C)C1=CC=C2C(=N1)SC(=N2)C)CC)C2=C(C(N(C=1N2N=C(C1)CC#N)C)=O)F